Ethyl 2-methyl-2-(2-methyl-4-((5-oxo-4-phenyl-4,5-dihydro-1H-1,2,4-triazol-1-yl)methyl)phenoxy)propionate CC(C(=O)OCC)(C)OC1=C(C=C(C=C1)CN1N=CN(C1=O)C1=CC=CC=C1)C